6-pyridinediformyl dichloride N1=C(C=CC=C1C(=O)Cl)C(=O)Cl